[N+](=[N-])=C1C(=C2N=C3C=CC=CC3=C2C=C1)C1=CC=CC=C1 diazophenylcarbazole